C(CCCC)C1=CC=C(C=C1)NC(C=C)=O N-(4-pentylphenyl)acrylamide